NC(=O)C1=CC=CC2=CN(N=C12)C1=CC=C(C[NH2+]CC2=[NH+]C=CC=C2)C=C1 2-[({4-[7-(aminocarbonyl)-2H-indazole-2-yl]benzyl}ammonio)methyl]pyridinium